tert-butyl (S)-8-((tetrahydrofuran-3-yl)amino)-3,4-dihydroisoquinoline-2(1H)-carboxylate O1C[C@H](CC1)NC=1C=CC=C2CCN(CC12)C(=O)OC(C)(C)C